5-fluoro-9-isothiocyanato-8-(4-fluorophenyl)-8,9-dihydro-2H-pyrido[4,3,2-de]phthalazin-3(7H)-one-7-carboxylic acid tert-butyl ester C(C)(C)(C)OC(=O)N1C(C(C2=NNC(C=3C=C(C=C1C23)F)=O)N=C=S)C2=CC=C(C=C2)F